γ-methacryloyl-oxypropyl-diethoxy-methyl-silane C(C(=C)C)(=O)OCCC[Si](C)(OCC)OCC